(S)-1'-(5-((2,2-difluorobenzo[d][1,3]dioxol-4-yl)thio)-1H-imidazo[4,5-b]pyrazin-2-yl)-1,3-dihydrospiro[indene-2,4'-piperidin]-1-amine FC1(OC2=C(O1)C=CC=C2SC=2N=C1C(=NC2)NC(=N1)N1CCC2(CC1)[C@@H](C1=CC=CC=C1C2)N)F